2,6-Dichloro-4-{4-[(4-methoxyphenyl)methoxy]-2-(4-methyl-1,2,4-triazol-3-yl)phenyl}pyridine ClC1=NC(=CC(=C1)C1=C(C=C(C=C1)OCC1=CC=C(C=C1)OC)C1=NN=CN1C)Cl